(S)-5-(2,2-dimethyltetrahydro-2H-pyran-4-yl)-1H-indole-2-carbaldehyde CC1(OCC[C@@H](C1)C=1C=C2C=C(NC2=CC1)C=O)C